N-[6-chloro-2-(tert-butoxycarbonyl)methoxy-9-acridinyl]-N'-(6-chloro-2-methoxy-9-acridinyl)-1,2-ethanediamine bis(trifluoroacetate) FC(C(=O)O)(F)F.FC(C(=O)O)(F)F.ClC=1C=C2N=C3C=CC(=CC3=C(C2=CC1)NCCNC=1C2=CC=C(C=C2N=C2C=CC(=CC12)OC)Cl)OCC(=O)OC(C)(C)C